(1S,2S)-2-((trifluoromethoxy)methyl)cyclopropane-1-carboxylic acid FC(OC[C@@H]1[C@H](C1)C(=O)O)(F)F